CN(C(OC(C)(C)C)=O)CC1OCCCC2=C1C=CC=C2B2OC(C(O2)(C)C)(C)C tert-Butyl methyl((6-(4,4,5,5-tetramethyl-1,3,2-dioxaborolan-2-yl)-1,3,4,5-tetrahydrobenzo[c]oxepin-1-yl)methyl)carbamate